N=1ON=C2C1C=CC(=C2)CC[C@@]2(CN(CC2)C(C)(C)C2=NC=CC=C2)C(=O)NC2(COC2)C(F)(F)F (R)-3-(2-(benzo[c][1,2,5]oxadiazol-5-yl)ethyl)-1-(2-(pyridin-2-yl)propan-2-yl)-N-(3-(trifluoromethyl)oxetan-3-yl)pyrrolidine-3-carboxamide